8-hydroxymethyl-2-trifluoromethyl-2H-benzopyran-3-carboxylate OCC1=CC=CC=2C=C(C(OC21)C(F)(F)F)C(=O)[O-]